C(C1=CC=CC=C1)OC1=C(C=C2C(CC3(C2=C1)CC(C1=CC(=C(C=C13)OCC1=CC=CC=C1)[N+](=O)[O-])(C)C)(C)C)[N+](=O)[O-] 6,6'-bis(benzyloxy)-3,3,3',3'-tetramethyl-5,5'-dinitro-2,2',3,3'-tetrahydro-1,1'-spirobi[indene]